1-acetyl-1H-pyrrolo[2,3-b]pyridin-6-ylacetate C(C)(=O)N1C=CC=2C1=NC(=CC2)CC(=O)[O-]